C1(CC1)C1=NC=NC(=C1C1=NC=C2N(C(N(C2=N1)CC1=CC(=C(C(=C1)F)C=1N(C=C(N1)C(F)(F)F)C)F)=N)CC(F)(F)F)OC 2-(4-cyclopropyl-6-methoxy-pyrimidin-5-yl)-9-[[3,5-difluoro-4-[1-methyl-4-(trifluoromethyl)imidazol-2-yl]phenyl]methyl]-7-(2,2,2-trifluoroethyl)purin-8-imine